CC1=NC=CO1 methylOxazole